C(=O)[C@@H]1[C@](C1)(C(=O)OC(C)(C)C)C tert-butyl (1s,2s)-2-formyl-1-methylcyclopropane-1-carboxylate